C(C)(C)(C)OC(=O)N1CCC(CC1)C#CC=1C=CC=2C3=C(N(C2C1)C)C=CN=C3 4-[2-(5-methylpyrido[4,3-b]indol-7-yl)ethynyl]piperidine-1-carboxylic acid tert-butyl ester